C(\C=C/C(=O)[O-])(=O)OC.C(\C=C/C(=O)[O-])(=O)OC 1,1-dimethyl dimaleate